5-(4-hydroxy-4-methylpiperidin-1-yl)-2-((5-methyl-3-(6-methylpyridin-3-yl)isoxazol-4-yl)methyl)pyridazin-3(2H)-one OC1(CCN(CC1)C1=CC(N(N=C1)CC=1C(=NOC1C)C=1C=NC(=CC1)C)=O)C